C(#N)C1CN(C1)S(=O)(=O)N1C[C@H](CCC1)C(=O)N1[C@H](CCC1)C(=O)NCC1=C(C=CC(=C1)F)C 1-(((3S)-1-((3-cyano-1-azetidinyl)sulfonyl)-3-piperidinyl)carbonyl)-N-(5-fluoro-2-methylbenzyl)-D-prolinamide